(R)-2-methyl-N-(1-(3-nitro-5-(trifluoromethyl)phenyl)ethyl)-7-(pyrrolidin-1-yl)-6-(3,3,3-trifluoroprop-1-en-2-yl)pyrido[2,3-d]pyrimidin-4-amine CC=1N=C(C2=C(N1)N=C(C(=C2)C(=C)C(F)(F)F)N2CCCC2)N[C@H](C)C2=CC(=CC(=C2)C(F)(F)F)[N+](=O)[O-]